CCCCCCCCCCCC=CCCC hexadecane-12-ene